BrC=1C=C(SC1)CCNC(OC(C)(C)C)=O tert-butyl (2-(4-bromothiophen-2-yl)ethyl)carbamate